C(C1=CC=CC=C1)(=O)N[C@H](C(=O)NC(CN(C(OC(=CC)C(CC(C)N(C)C)(C1=CC=CC=C1)C1=CC=CC=C1)=O)C)C)CCCNC(=N)NS(=O)(=O)C=1C(=C(C2=C(CC(O2)(C)C)C1C)C)C 6-(dimethylamino)-4,4-diphenylhept-2-en-3-yl (2-((S)-2-benzamido-5-(3-((2,2,4,6,7-pentamethyl-2,3-dihydrobenzofuran-5-yl)sulfonyl)guanidino)pentanamido)propyl)(methyl)carbamate